CN(C)CC1=C(CN(C(C(C)(C)C)=O)CC(=O)O)C=CC=C1 2-(N-(2-((Dimethylamino)methyl)benzyl)pivalamido)acetic acid